FC=1C(=CC=C2C=NN(C12)C)B1OC(C(O1)(C)C)(C)C 7-fluoro-1-methyl-6-(4,4,5,5-tetramethyl-1,3,2-dioxaborolan-2-yl)indazole